CO\N=C/1\C2=C(NC=N1)N(C=C2)[C@H]2[C@@H]([C@@H]([C@H](C2)CCC2=CC=C1C=CC(=NC1=C2)NCC2CC2)O)O (Z)-7-((1R,2S,3R,4S)-4-(2-(2-((cyclopropylmethyl)amino)quinolin-7-yl)ethyl)-2,3-dihydroxycyclopentyl)-1,7-dihydro-4H-pyrrolo[2,3-d]pyrimidin-4-one O-methyl oxime